[(3R)-4-(5-{5-[6-ethoxy-5-(trifluoromethyl)pyridin-3-yl]-7-[(3-methoxy-2,2-dimethylpropyl)(methyl)amino]-1H-imidazo[4,5-b]pyridin-2-yl}pyrazin-2-yl)-3-methylpiperazin-1-yl]acetic acid C(C)OC1=C(C=C(C=N1)C1=CC(=C2C(=N1)N=C(N2)C=2N=CC(=NC2)N2[C@@H](CN(CC2)CC(=O)O)C)N(C)CC(COC)(C)C)C(F)(F)F